C(C)(C)(C)OC(=O)N1[C@H](C2=CC=C(C=C2C[C@@H]1C)OC)C1=CC=C(C=C1)C(=O)OC (1S,3S)-6-methoxy-1-(4-(methoxycarbonyl)phenyl)-3-methyl-3,4-dihydroisoquinoline-2(1H)-carboxylic acid tert-butyl ester